NCC1CCC(CC1)N1C2=NC(=NC=C2N=C1NC1=CC(=CC(=C1)C(F)(F)F)Cl)NC1(CCC1)C 9-((1s,4s)-4-(aminomethyl)cyclohexyl)-N8-(3-chloro-5-(trifluoromethyl)phenyl)-N2-(1-methylcyclobutyl)-9H-purine-2,8-diamine